3-(4-bromophenyl)-1-propylcyclopentane-1-carboxylic acid BrC1=CC=C(C=C1)C1CC(CC1)(C(=O)O)CCC